2-(3-(2H-benzotriazol-2-yl)-4-hydroxy-phenyl)ethyl methacrylate C(C(=C)C)(=O)OCCC1=CC(=C(C=C1)O)N1N=C2C(=N1)C=CC=C2